FC=1C(=C(C=CC1F)C(=O)N1CC(C1)(O)CNC1CN(CC1)CC1=CC=CC=C1)NC1=C(C=C(C=C1)I)F 1-({3,4-difluoro-2-[(2-fluoro-4-iodophenyl)amino]phenyl}carbonyl)-3-({[1-(phenylmethyl)pyrrolidin-3-yl]amino}methyl)azetidin-3-ol